2-phenyl-N-(6-(3-(5-(2-(pyridin-2-yl)acetylamino)-1,3,4-thiadiazol-2-yl)piperidin-1-yl)pyridazin-3-yl)acetamide C1(=CC=CC=C1)CC(=O)NC=1N=NC(=CC1)N1CC(CCC1)C=1SC(=NN1)NC(CC1=NC=CC=C1)=O